C(C)(C)(C)N[C@@H](CC1=CC=CC=C1)C(=O)O (tert-butyl)L-phenylalanine